NC1=NC=2N(C(C=NC2C(=N1)C=1OC(=CC1)C)=O)CCN1CCN(CC1)C1=C(C=CC=C1)OC amino-8-(2-(4-(2-methoxyphenyl)piperazin-1-yl)ethyl)-4-(5-methylfuran-2-yl)pteridin-7(8H)-one